FC1=CC(=C(C=C1)C(=C)C=1C2=C(N=CN1)CN(CC2)C(=O)OC(C)(C)C)C(F)(F)F tert-butyl 4-[1-[4-fluoro-2-(trifluoromethyl)phenyl]ethenyl]-5H,6H,7H,8H-pyrido[3,4-d]pyrimidine-7-carboxylate